pyrazine-2-carboaldehyde N1=C(C=NC=C1)C=O